C(#N)C=1C=NC(=NC1)N[C@H](C(=O)O)CCN(CCCCC1=NC=2NCCCC2C=C1)C1CC1 (S)-2-((5-cyanopyrimidin-2-yl)amino)-4-(cyclopropyl(4-(5,6,7,8-tetrahydro-1,8-naphthyridin-2-yl)butyl)amino)butanoic acid